NCCCCCCCCCCCCN1CCNCC1 1-(12-aminododecyl)piperazine